(8-methyl-2,3-dihydro-1H-pyrido[2,3-b][1,4]oxazin-7-yl)-N-(2-((methylsulfonyl)methyl)pyridin-4-yl)-5,6,7,8-tetrahydropyrido[3,4-d]pyrimidin-2-amine CC1=C(C=NC=2OCCNC21)C=2C1=C(N=C(N2)NC2=CC(=NC=C2)CS(=O)(=O)C)CNCC1